CN(C(=O)C1CC2(C1)NC(OC2)=O)C2CC(C2)C2=CC=CC=C2 (2s,4S)-N-Methyl-6-oxo-N-((1r,3R)-3-phenylcyclobutyl)-7-oxa-5-azaspiro[3.4]octane-2-carboxamide